COC1=C(C=CC2=C1C(CN1CCCC(C21)(C)C)(C)C)C=CC=2OC(=CC(C2)=C(C#N)C#N)C=CC=2C=CC1=C(C(CN3CCCC(C13)(C)C)(C)C)C2OC 2-{2,6-bis[2-(8-methoxy-1,1,7,7-tetramethyl-2,3,6,7-tetrahydro-1H,5H-benzoquinolizin-9-yl)ethenyl]-4H-pyran-4-ylidene}propanedinitrile